5-propyl-2-[1-(4-pyridylmethyl)pyrazol-4-yl]-3H-imidazo[2,1-b]purin-4-one C(CC)N1C=2N(C=3N=C(NC3C1=O)C=1C=NN(C1)CC1=CC=NC=C1)C=CN2